FC(C1N(CCCC1)C=1N=C(C2=C(N1)N=CC=C2)NCC=2C(=NC=CC2)C(F)(F)F)(F)F 2-(2-(trifluoromethyl)piperidin-1-yl)-N-((2-(trifluoromethyl)pyridin-3-yl)methyl)pyrido[2,3-d]pyrimidin-4-amine